methylenebisphenyl-dimethylurea C=CN(C(=O)N(C)C1=CC=CC=C1)C1=CC=CC=C1